(S)-1-(pent-4-enoyl)piperidine-2-carboxylic acid C(CCC=C)(=O)N1[C@@H](CCCC1)C(=O)O